acetoxymethyl (4S)-4-(4-cyano-2-methoxyphenyl)-5-ethoxy-2,8-dimethyl-1,4-dihydro-1,6-naphthyridine-3-carboxylate C(#N)C1=CC(=C(C=C1)[C@@H]1C(=C(NC2=C(C=NC(=C12)OCC)C)C)C(=O)OCOC(C)=O)OC